2-((S)-1-acryloyl-4-(2-(((S)-1-methylpyrrolidin-2-yl)methoxy)-7-(naphthalen-1-yl)-5,6,7,8-tetrahydropyrido[3,4-d]pyrimidin-4-yl)piperazin-2-yl)acetonitrile C(C=C)(=O)N1[C@H](CN(CC1)C=1C2=C(N=C(N1)OC[C@H]1N(CCC1)C)CN(CC2)C2=CC=CC1=CC=CC=C21)CC#N